C(C1=CC=CC=C1)C1=CC=C(C=C1)C1=C2C(=NO1)C=CC(=C2)C(=O)O 3-(4-Benzylphenyl)benzo[c]isoxazole-5-carboxylic Acid